P(O)(=O)(OP(=O)(O)OP(=O)(O)O)OC[C@@H]1[C@H]([C@H]([C@@H](O1)C1=CN(C(=O)NC1=O)C1CC1)O)O 1-cyclopropyl-pseudouridine triphosphate